S(N)(OC=1C=CC2=C(C1)OC(C=1C2N2N(CC1)C(N(C2=O)C2=CC=C(C=C2)C(C)=O)=O)(C)C)(=O)=O 2-(4-acetylphenyl)-7,7-dimethyl-1,3-dioxo-2,3,5,12b-tetrahydro-1h,7h-chromeno[4,3-c][1,2,4]triazolo[1,2-a]pyridazin-10-yl sulfamate